methyl 2-[[4-[3-[(4-cyano-2-fluoro-phenyl)methoxy]pyrazol-1-yl]-2-fluoro-5-methyl-phenyl]methyl]-3-[[(2S)-oxetan-2-yl]methyl]benzimidazole-5-carboxylate C(#N)C1=CC(=C(C=C1)COC1=NN(C=C1)C1=CC(=C(C=C1C)CC=1N(C2=C(N1)C=CC(=C2)C(=O)OC)C[C@H]2OCC2)F)F